CN(C1=CC=C(C(=O)NC2CCC3=CC(=CC=C23)/C=C/C(=O)OCC)C=C1)C ethyl (E)-3-(1-(4-(dimethylamino)benzamido)-2,3-dihydro-1H-inden-5-yl)acrylate